5-Fluoro-2,4-dimethylpyridin-3-amine FC=1C(=C(C(=NC1)C)N)C